tetrapropylammonium trifluoromethanesulfonate FC(S(=O)(=O)[O-])(F)F.C(CC)[N+](CCC)(CCC)CCC